(3-hydroxycyclobutyl)-3-isothiocyanatopyridin-2(1H)-one OC1CC(C1)N1C(C(=CC=C1)N=C=S)=O